2-Methyl-2,8-diazaspiro[4.5]decan-1-one hydrochloride Cl.CN1C(C2(CC1)CCNCC2)=O